tert-butyl (4-((5-(4-isopropylpiperidin-1-yl)pyridin-2-yl)amino)cyclohexyl)carbamate C(C)(C)C1CCN(CC1)C=1C=CC(=NC1)NC1CCC(CC1)NC(OC(C)(C)C)=O